FC(OC1=CC(=C(C=C1)C1(CC1)C(=O)N[C@H]1CN(C[C@H](C1)C)C1=NN=NN1)OC)F 1-(4-(difluoromethoxy)-2-methoxyphenyl)-N-((3R,5S)-5-methyl-1-(1H-tetrazol-5-yl)piperidin-3-yl)cyclopropane-1-carboxamide